CN(C)CC1=C(C=CC=C1)[C@H](C(F)(F)F)NC(=O)C=1C=C2CN(C(C2=CC1)=O)C1C(NC(CC1)=O)=O N-((R)-1-(2-((dimethylamino)methyl)phenyl)-2,2,2-trifluoroethyl)-2-(2,6-dioxopiperidin-3-yl)-1-oxoisoindoline-5-carboxamide